(4-Benzylpiperazin-1-yl)-(4-methoxyphenyl)-methanon C(C1=CC=CC=C1)N1CCN(CC1)C(=O)C1=CC=C(C=C1)OC